(1S,3S)-3-(3-chlorophenyl)-N-(6-(((6-cyclopropyl-8-(3-methyl-2,4-dioxoimidazolidin-1-yl)imidazo[1,2-a]pyridin-2-yl)methyl)amino)pyrimidin-4-yl)-2,2-difluorocyclopropane-1-carboxamide ClC=1C=C(C=CC1)[C@H]1C([C@@H]1C(=O)NC1=NC=NC(=C1)NCC=1N=C2N(C=C(C=C2N2C(N(C(C2)=O)C)=O)C2CC2)C1)(F)F